methyl-(acrylamide) CC(C(=O)N)=C